(S)-N-((R)-1-((tert-butyldimethylsilyl)oxy)-2-methylhex-2-yl)-2-methylpropane-2-sulfonamide [Si](C)(C)(C(C)(C)C)OC[C@](CCCC)(C)NS(=O)(=O)C(C)(C)C